BrC1=CC=2C=C3N(C2C=C1)CCN(CC3)C 9-bromo-3-methyl-2,3,4,5-tetrahydro-1H-[1,4]diazepino[1,7-a]indole